4'-acetyl-7-hydroxyflavanone C(C)(=O)C1=CC=C(C2OC3=CC(=CC=C3C(C2)=O)O)C=C1